C1(CCC1)OC=1C=C(C=CC1)C1=CC=NN1 5-(3-cyclobutoxyphenyl)-1H-pyrazol